C(C)OC(=O)C=1N=C2N(C=C(C=C2)C2CCN(CC2)C(=O)OC(C)(C)C)C1 6-(1-(tert-Butoxycarbonyl)piperidin-4-yl)imidazo[1,2-a]pyridine-2-carboxylic acid ethyl ester